(3aS,7aS)-3a-hydroxy-1-oxooctahydro-5H-pyrrolo[3,4-c]pyridine-5-carboxylic acid tert-butyl ester C(C)(C)(C)OC(=O)N1C[C@@]2([C@H](CC1)C(NC2)=O)O